BrC1=C(NC2=CC=CC=C2C1=O)C 3-bromo-2-methylquinolin-4(1H)-one